CC(CC1=CC=C(C=C1)C)(C=CC(CC1=CC=C(C=C1)C)(O)C)O 2,5-dimethyl-1,6-di-p-tolylhex-3-ene-2,5-diol